chlorophenyl-pyrimidinyl alcohol ClC=1C(=NC(=NC1)O)C1=CC=CC=C1